6-(pyridin-4-yl)benzofuran-2-carboxamide N1=CC=C(C=C1)C1=CC2=C(C=C(O2)C(=O)N)C=C1